calcium (phosphate) P(=O)([O-])([O-])[O-].[Ca+2].P(=O)([O-])([O-])[O-].[Ca+2].[Ca+2]